N1=CC=C(C=C1)C=1C=CC2=C(N(C(=N2)C2=NN(C3=CC=C(C=C23)C(=O)OC)COCC[Si](C)(C)C)COCC[Si](C)(C)C)C1 methyl 3-(6-(pyridin-4-yl)-1-((2-(trimethylsilyl)ethoxy)methyl)-1H-benzo[d]imidazol-2-yl)-1-((2-(trimethylsilyl)ethoxy)methyl)-1H-indazole-5-carboxylate